N1=C(N=CC=C1)N1CC2(CN(C2)C=O)C1 (6-(pyrimidin-2-yl)-2,6-diazaspiro[3.3]Heptane-2-yl)methanone